2-(4-(5-((1-(2-(difluoromethoxy)-5-fluorophenyl)ethyl)amino)pyrazolo[1,5-a]pyrimidin-3-yl)-1H-pyrazol-1-yl)ethan-1-ol FC(OC1=C(C=C(C=C1)F)C(C)NC1=NC=2N(C=C1)N=CC2C=2C=NN(C2)CCO)F